ClC=1C=C(C#N)C=C(C1)NC=1N(C2=NC(=NC=C2N1)NC1CCCC1)C1CNCC1 3-chloro-5-(2-(cyclopentylamino)-9-(pyrrolidin-3-yl)-9H-purin-8-ylamino)benzonitrile